N-(1-methyl-3-(pyridin-2-yl)-1H-pyrazol-4-yl)-4-(5-methylpyridin-3-yl)pyrimidine-2-carboxamide CN1N=C(C(=C1)NC(=O)C1=NC=CC(=N1)C=1C=NC=C(C1)C)C1=NC=CC=C1